C(CCCCCCCCCCC)C(C(=C(CCC)C(O)[C@@H](O)CO)CCCCCCCCCCCC)=O 1,2-didodecylhexaenoyl-sn-glycerol